ClC1=CC=C(C=C1)NC(C(C)C)C1=C(C=C(C(=O)N[C@@H](CO)C2=CC=C(C=C2)S(=O)(=O)CC)C=C1)OC 4-(1-((4-chlorophenyl)amino)-2-methylpropyl)-N-((R)-1-(4-(ethylsulfonyl)phenyl)-2-hydroxyethyl)-3-methoxybenzamide